[3,5-dihydroxy-4-[(1R,6R)-6-isopropenyl-3-methyl-cyclohex-2-en-1-yl]phenyl] trifluoromethanesulfonate FC(S(=O)(=O)OC1=CC(=C(C(=C1)O)[C@@H]1C=C(CC[C@H]1C(=C)C)C)O)(F)F